OC1=C(C=C(C#N)C=C1)C 4-hydroxy-3-methylbenzonitrile